CN1N=NC(=C1C1=C2C(=NC(=C1)N1[C@@H](COCC1)C)C(=NO2)C2=CC=NN2)C (R)-7-(1,4-dimethyl-1H-1,2,3-triazol-5-yl)-5-(3-methylmorpholine-yl)-3-(1H-pyrazol-5-yl)isoxazolo[4,5-b]pyridine